tert-Butyl (2R,5S)-4-(7-(3-fluorophenyl)-5-formyl-7H-pyrrolo[2,3-d]pyrimidin-4-yl)-2,5-dimethylpiperazine-1-carboxylate FC=1C=C(C=CC1)N1C=C(C2=C1N=CN=C2N2C[C@H](N(C[C@@H]2C)C(=O)OC(C)(C)C)C)C=O